OC(C)C1=CC=2C(=C3CCCN3C2N=C1)C=1C=C(C=NC1)C1=CC=C(C=C1)N1C(CCC1)=O 1-[4-[5-[3-(1-hydroxyethyl)-7,8-dihydro-6H-pyrido[3,2-b]pyrrolizin-5-yl]-3-pyridinyl]phenyl]pyrrolidin-2-one